benzyl (2-(2-(((1R,5S,6s)-3-azabicyclo[3.1.0]hexan-6-yl)oxy)-6-(2,4-difluorophenyl)pyridin-4-yl)propan-2-yl)carbamate [C@@H]12CNC[C@H]2C1OC1=NC(=CC(=C1)C(C)(C)NC(OCC1=CC=CC=C1)=O)C1=C(C=C(C=C1)F)F